(dimethylamino)pyrimidine-4-carboxylic acid methyl ester COC(=O)C1=NC(=NC=C1)N(C)C